methioninylmethionine N[C@@H](CCSC)C(=O)N[C@@H](CCSC)C(=O)O